ClC1=NC=C(C=N1)C=1C=CC2=CN(N=C2C1)C1CCC(CC1)CNC(C1=C(C(=C(C(=C1)F)OCC1=CC=C(C=C1)OC)F)F)=O N-({(1r,4r)-4-[6-(2-chloropyrimidin-5-yl)-2H-indazol-2-yl]cyclohexyl}methyl)-2,3,5-trifluoro-4-[(4-methoxyphenyl)methoxy]benzamide